N-(1-(tert-butyl)piperidin-4-yl)-3-(1H-imidazol-1-yl)benzamide C(C)(C)(C)N1CCC(CC1)NC(C1=CC(=CC=C1)N1C=NC=C1)=O